S(C1=C(C=CC=C1C)O)C1=C(C=CC=C1C)O thiobis(3-methylphenol)